(R)-4-(2-((5-fluoro-2-methoxyphenyl)(1H-indol-2-yl)methyl)-3-oxoisoindol-5-yl)-3,6-dihydropyridine-1(2H)-carboxylic acid tert-butyl ester C(C)(C)(C)OC(=O)N1CCC(=CC1)C=1C=C2C(N(CC2=CC1)[C@@H](C=1NC2=CC=CC=C2C1)C1=C(C=CC(=C1)F)OC)=O